C(C)(=O)C1=C(C2=C(N=C(N=C2)NC2=CC=C(C=N2)C2CCN(CC2)CCC2CCN(CC2)C=2C=C(C=CC2)C2C(NC(CC2)=O)=O)N(C1=O)C1CCCC1)C 3-(3-(4-(2-(4-(6-((6-acetyl-8-cyclopentyl-5-methyl-7-oxo-7,8-dihydropyrido[2,3-d]pyrimidin-2-yl)amino)pyridin-3-yl)piperidin-1-yl)ethyl)piperidin-1-yl)phenyl)piperidine-2,6-dione